C(C)C1=CC=C(C=C1)[N-]CC[NH-] (4-ethylphenyl)-ethylenediamide